C(C)(C)(C)C1=CC=C(C=C1)S(=O)(=O)C1=CC=C(C=C1)S(=O)(=O)[O-].[NH4+] ammonium 4-((4-(tert-butyl)phenyl)sulfonyl)benzenesulfonate